NC=1OC2=C(C=NC=C2N2CC(CCC2)(OC)C(=O)N2[C@H](C3=C(C=C(C=C3CC2)Cl)Cl)C)N1 (1-(2-aminooxazolo[4,5-c]pyridin-7-yl)-3-methoxypiperidin-3-yl)((S)-6,8-dichloro-1-methyl-3,4-dihydroisoquinolin-2(1H)-yl)methanone